C1=C(C=CC2=CC=CC=C12)OCCCCCN 5-(naphthalen-2-yloxy)pentan-1-amine